4-[[1-(cyclopropanecarbonyl)-4-piperidyl]amino]-N'-(2-ethyl-4-hydroxy-phenyl)-6-(6-methoxy-4-methyl-3-pyridyl)pyrrolo[1,2-b]pyridazine-3-carboxamidine C1(CC1)C(=O)N1CCC(CC1)NC=1C=2N(N=CC1C(=NC1=C(C=C(C=C1)O)CC)N)C=C(C2)C=2C=NC(=CC2C)OC